[(3aS,4R,6aR)-4-[(6-Bromo-3-pyridazinyl)amino]hexahydrocyclopenta[c]pyrrol-2(1H)-yl](2-methyl-2H-thieno[3,2-c]pyrazol-5-yl)methanone BrC1=CC=C(N=N1)N[C@@H]1CC[C@H]2CN(C[C@H]21)C(=O)C2=CC1=NN(C=C1S2)C